1-{[(2s,4s)-4-ethyl-4-fluoro-5-oxopyrrolidin-2-yl]methoxy}-7-methoxyisoquinoline-6-carboxamide C(C)[C@@]1(C[C@H](NC1=O)COC1=NC=CC2=CC(=C(C=C12)OC)C(=O)N)F